N1(CCC1)CC=1C(=NN(C1)C1=NC(=NC=C1)NC=1C(=CC(=C(C1)NC(C=C)=O)N1CCCC1)OC)C(C)(C)C N-(5-(4-(4-(azetidin-1-ylmethyl)-3-tert-butyl-1H-pyrazol-1-yl)pyrimidin-2-ylamino)-4-methoxy-2-(pyrrolidin-1-yl)phenyl)acrylamide